2-(5-chloro-3-methylpyrazin-2-yl)propan-2-ol ClC=1N=C(C(=NC1)C(C)(C)O)C